C12(CCC(CC1)CC2)CN2N=CC(=C2)C=2C(=NC(=CC2)C)C2=CC=C1C=C(N=NC1=C2)OC 7-{3-[1-(bicyclo[2.2.2]oct-1-ylmethyl)-1H-pyrazol-4-yl]-6-methylpyridin-2-yl}-3-methoxycinnoline